1-(4-cyanophenyl)-5-(4-methylphenyl)-N-[(3R)-pyrrolidin-3-yl]pyrazole-3-carboxamide C(#N)C1=CC=C(C=C1)N1N=C(C=C1C1=CC=C(C=C1)C)C(=O)N[C@H]1CNCC1